8-Chloro-2-(4-(trifluoromethoxy)phenoxy)-chinolin ClC=1C=CC=C2C=CC(=NC12)OC1=CC=C(C=C1)OC(F)(F)F